(S)-N-(1-methoxypropan-2-yl)-8-(4-(trifluoromethyl)piperidin-1-yl)quinoline-3-carboxamide COC[C@H](C)NC(=O)C=1C=NC2=C(C=CC=C2C1)N1CCC(CC1)C(F)(F)F